1-(2-bromo-4-chloro-3-fluorophenyl)-4-(trifluoromethyl)-1H-1,2,3-triazole BrC1=C(C=CC(=C1F)Cl)N1N=NC(=C1)C(F)(F)F